BrC=1C(=C(C=CC1C)C[C@@H](C(=O)O)NC(=O)OC(C)(C)C)OCC1=CC=C(C=C1)OC (2S)-3-{3-bromo-2-[(4-methoxyphenyl)methoxy]-4-methylphenyl}-2-[(tert-butoxycarbonyl)amino]propanoic acid